5-(2-amino-1-hydroxyethyl)-4-methyl-isobenzofuran-1(3H)-one NCC(O)C=1C(=C2COC(C2=CC1)=O)C